C(CCCCCCCCCCCCCCC)N1C(=C(C(C=C1)=O)OCC1=CC=C(C=C1)OC)C=O N-hexadecyl-2-formyl-3-(4-methoxybenzyloxy)-pyridin-4-one